C(C=C)(=O)OCC[SiH2]OC acryloyloxyethyl-monomethoxysilane